COC1=C(C(=C(C=C1C)NS(=O)(=O)C1=CC=C(C=C1)C)N1C2=CC=CC=C2C=2C=CC(=CC12)C1=CC=CC=C1)C N-(4-methoxy-3,5-dimethyl-2-(2-phenyl-9H-carbazol-9-yl)phenyl)-4-methylbenzenesulfonamide